N1N(CN(C=C1)O)O [1,2,4]triazine-2,4-diol